3-chloro-4-((4-fluoro-1-methylpiperidin-4-yl)methoxy)benzenesulfonamide ClC=1C=C(C=CC1OCC1(CCN(CC1)C)F)S(=O)(=O)N